N1(CCCCC1)[Si]1(O[SiH](O[SiH](O1)C)C)C 2-piperidino-2,4,6-trimethylcyclotrisiloxane